FC1=C(C=CC(=C1C1=CC=C2C(=NNC2=C1F)C=1NC=CN1)F)NS(=O)(=O)C1=C(C(=CC=C1)OC)F N-(2,4-difluoro-3-(7-fluoro-3-(1H-imidazol-2-yl)-1H-indazol-6-yl)phenyl)-2-fluoro-3-methoxybenzene-sulfonamide